CC1=C(OC=2CCC3=CN(N=C3C21)CC2=NC=CC=C2)C(=O)OCC Ethyl 8-methyl-2-[(pyridin-2-yl)methyl]-4,5-dihydro-2H-furo[2,3-g]indazol-7-carboxylat